trans-N-(3-(2,6-dimethoxyphenyl)-1H-pyrrolo[2,3-b]pyridin-6-yl)-2-(morpholinomethyl)cyclopropanecarboxamide COC1=C(C(=CC=C1)OC)C1=CNC2=NC(=CC=C21)NC(=O)[C@H]2[C@@H](C2)CN2CCOCC2